(E)-4,4,5,5-tetramethyl-2-(pent-2-en-3-yl)-1,3,2-dioxaborolane CC1(OB(OC1(C)C)\C(=C/C)\CC)C